C(C)(C)(C)OC(=O)N1CCC(CC1)N1C(N(C=2C(C1)=NN(C2)C)CC2=C(C=CC=C2)C(F)(F)F)=O 4-[2-Methyl-5-oxo-4-(2-trifluoromethylbenzyl)-2,4,5,7-tetrahydro-pyrazolo[4,3-d]pyrimidin-6-yl]-piperidine-1-carboxylic acid tert-butyl ester